C1(CC1)CN1CC2=CC(=CC=C2CC1)N(C=1C=CC(N(C1)C)=O)CC 5-((2-(cyclopropylmethyl)-1,2,3,4-tetrahydroisoquinolin-7-yl)(ethyl)amino)-1-methylpyridin-2(1H)-one